N[C@@H]1[C@@H](OCC12CCN(CC2)C=2N=CC(=NC2CO)SC=2C=CC(=NC2Cl)N2CC(C2)C(C)(C)O)C 2-(1-(5-(5-((3s,4s)-4-amino-3-methyl-2-oxa-8-azaspiro[4.5]decan-8-yl)-6-(hydroxymethyl)pyrazin-2-ylthio)-6-chloropyridin-2-yl)azetidin-3-yl)propan-2-ol